tert-butyl 4-(4-oxobutyl)piperazine-1-carboxylate O=CCCCN1CCN(CC1)C(=O)OC(C)(C)C